[Na+].C(CC(O)(C(=O)[O-])CC(=O)[O-])(=O)[O-].[Na+].[Na+] citric acid Sodium Salt